FC(OC1=C(C(=O)N[C@H]2[C@H](C2)F)C(=CC(=C1)C1=CN=C2N1C=CC(=C2)C2(CCC2)O)OC)F 2-(Difluoromethoxy)-N-[(1R,2S)-2-fluorocyclopropyl]-4-[7-(1-hydroxycyclobutyl)imidazo[1,2-a]pyridin-3-yl]-6-methoxy-benzamide